ClC=1C=C(C=C(C1)Cl)C1=NC(=CC(=C1)CN1CCC(CC1)CC(=O)O)OC=1C=NC(=NC1)N1CCN(CC1)C(CO)C 2-(1-((2-(3,5-dichloro-phenyl)-6-((2-(4-(1-hydroxypropan-2-yl)piperazin-1-yl)pyrimidin-5-yl)oxy)pyridin-4-yl)methyl)piperidin-4-yl)acetic acid